(S)-2-(1-(4-(5-(4-(1-amino-2-methoxyethyl)-4-methylpiperidin-1-yl)-6-(hydroxymethyl)pyrazin-2-ylsulfanyl)-3-chloropyridin-2-yl)azetidin-3-yl)propan-2-ol N[C@H](COC)C1(CCN(CC1)C=1N=CC(=NC1CO)SC1=C(C(=NC=C1)N1CC(C1)C(C)(C)O)Cl)C